N[C@@H](C)C(=O)C=1C(=C(C=CC1C1=CC=CC=C1)O)C(C)C alaninyl-monoisopropylMonophenylphenol